NC1=NC=C(C=C1C1=CC(=C(C=C1)O)OC)C1=CC=C(C=C1)S(=O)(=O)C 4-[2-amino-5-(4-methylsulfonylphenyl)-3-pyridyl]-2-methoxy-phenol